tert-butyl ((S)-2-((5-(1,4-dimethyl-1H-1,2,3-triazol-5-yl)pyridin-2-yl)amino)-1-((1r,4S)-4-methylcyclohexyl)-2-oxoethyl)carbamate CN1N=NC(=C1C=1C=CC(=NC1)NC([C@H](C1CCC(CC1)C)NC(OC(C)(C)C)=O)=O)C